NC1=C(C=C(C=C1)C1=CC=CC(=C1)OC)[N+](=O)[O-] 4'-amino-5-methoxy-3'-nitro-[1,1'-biphenyl]